CC=1N=NN(C1COC=1C=C2CCN(CC2=CN1)C(C)C)C=1C=NC(=CC1)C 6-{[4-methyl-1-(6-methylpyridin-3-yl)-1H-1,2,3-triazol-5-yl]methoxyl}-2-(propan-2-yl)-1,2,3,4-tetrahydro-2,7-naphthyridine